CN(C(\C=C\C1=CC2=C(NC(C(CC2)N2CCCC2)=O)N=C1)=O)CC=1OC2=C(C1C)C=CC=C2 (E)-N-Methyl-N-((3-methylbenzofuran-2-yl)methyl)-3-(8-oxo-7-(pyrrolidin-1-yl)-6,7,8,9-tetrahydro-5H-pyrido[2,3-b]azepin-3-yl)acrylamide